C(C1=CC=CC=C1)OC1=C(C=CC=C1)C1=CC(=CC=C1F)C[C@]1(C[C@H](CC1)NS(NC)(=O)=O)C(=O)N (1R,3S)-1-((2'-(benzyloxy)-6-fluoro-[1,1'-biphenyl]-3-yl)methyl)-3-((N-methylsulfamoyl)amino)cyclopentane-1-carboxamide